3-fluoro-2-iodo-5-methoxy-6-propoxypyridine FC=1C(=NC(=C(C1)OC)OCCC)I